N(=C=O)C(C)(C)C=1C=C(C(=C)C)C=CC1 3-(1-isocyanato-1-methylethyl)-α-methylstyrene